(R)-(tert-butyl (2-(4-(6-(2-(3-fluorophenyl) pyrrolidin-1-yl) imidazo[1,2-b]pyridazin-3-yl) pyridin-2-yl) piperazin-1-yl) ethyl) carbamate C(N)(OC[C@H](N1C(CNCC1)C1=NC=CC(=C1)C1=CN=C2N1N=C(C=C2)N2C(CCC2)C2=CC(=CC=C2)F)C(C)(C)C)=O